BrC=1C(=C2C(=NC1)NC[C@]21C[C@@H](CC1)N1N=CC=N1)Cl |r| (1RS,3RS)-5'-Bromo-4'-chloro-3-(2H-1,2,3-triazol-2-yl)-1',2'-dihydrospiro[cyclopentane-1,3'-pyrrolo[2,3-b]pyridine]